N(=[N+]=[N-])C[C@H]1CCC(O1)O (5R)-5-(azidomethyl)tetrahydrofuran-2-ol